NC1=NC=CC2=C1CC1CCC2N1C(=O)NC1=CC(=C(C=C1)Cl)Cl (±)-1-Amino-N-(3,4-dichlorophenyl)-6,7,8,9-tetrahydro-5H-5,8-epiminocyclohepta[c]pyridine-10-carboxamide